C(C)(SC12CC3(CC(CC(C1)C3)C2)N)=O S-(3-aminoadamantan-1-yl) ethanethioate